N[C@H](C(=O)[O-])CCC (S)-2-aminopentanoate